Perfluorodecyl-sulfonic acid FC(C(C(C(C(C(C(C(C(C(F)(F)F)(F)F)(F)F)(F)F)(F)F)(F)F)(F)F)(F)F)(F)F)(S(=O)(=O)O)F